C(N)(=O)C1=NC=C2N1C=CC(=C2)C=2C=CC=NC2C(F)(F)F 5-(3-carbamoylimidazo[1,5-a]pyridin-7-yl)-6-(trifluoromethyl)pyridine